C1NCC2=CC(=CC=C12)C(N)=N isoindoline-5-carboximidamide